BrC1=CC=C(C[C@@H]2C[C@H](N(C2)C(=O)OC(C)(C)C)C(=O)OC(C)(C)C)C=C1 di-tert-butyl (2S,4R)-4-(4-bromobenzyl)pyrrolidine-1,2-dicarboxylate